C(CC=C)OC1=C2C(C=C(OC2=CC=C1)C1=CC=CC=C1)=O 5-(but-3-en-1-yloxy)-2-phenyl-4H-chromen-4-one